4-(methylsulfonyl)cyclohexanol CS(=O)(=O)C1CCC(CC1)O